N-[(1S)-1-(dicyclopropylmethyl)-2-[[3-fluoro-1-[1-(5-fluoro-2-oxo-1H-pyridin-3-yl)-2-methoxy-ethyl]pyrazol-4-yl]amino]-2-oxo-ethyl]-4-methyl-1,2,5-oxadiazole-3-carboxamide C1(CC1)C([C@@H](C(=O)NC=1C(=NN(C1)C(COC)C=1C(NC=C(C1)F)=O)F)NC(=O)C1=NON=C1C)C1CC1